FC=1C=C(C=CC1C(=O)N1CC2=C(C1)CN(C2)C(COC2=CC=C(C=C2)OC(F)(F)F)=O)S(=O)(=O)N 3-fluoro-4-[2-[2-[4-(trifluoromethoxy)phenoxy]acetyl]-1,3,4,6-tetrahydropyrrolo[3,4-c]pyrrole-5-carbonyl]benzenesulfonamide